ClC=1C=C(CN2C3N(CCC2)C(CNC3)C)C=CC1C(F)(F)F 1-(3-chloro-4-(trifluoromethyl)benzyl)-6-methylhexahydro-4H-pyrazino[1,2-a]pyrimidine